BrC=1C=CC=C2C(=NC(=NC12)NCC1CCCCC1)N[C@H](C)C=1SC=CC1 (R)-8-bromo-N2-(cyclohexylmethyl)-N4-(1-(thiophen-2-yl)ethyl)quinazoline-2,4-diamine